ethyl 3-(methylsulfinyl)-5-morpholino-1,2,4-triazine-6-carboxylate CS(=O)C=1N=NC(=C(N1)N1CCOCC1)C(=O)OCC